1-(3-fluoro-4-methylbenzyl)-5-hydroxy-N-isopropyl-2-oxo-2,3-dihydro-1H-benzo[b]azepine-4-carboxamide FC=1C=C(CN2C3=C(C(=C(CC2=O)C(=O)NC(C)C)O)C=CC=C3)C=CC1C